3,3'-thiobis(1-(2-mercaptoethyl)thiopropane) S(CCCSCCS)CCCSCCS